FC=1C=NN(C1)C1=CC=C(C=N1)CC=1N(C=CC1)C(=O)N ((6-(4-fluoro-1H-pyrazol-1-yl)pyridin-3-yl)methyl)-1H-pyrrole-1-carboxamide